ClC1=C(C(=CC=C1)C(F)(F)F)COC=1C=CC(=NC1)N1C(N(C(C1)=O)C)=O 1-(5-{[2-chloro-6-(trifluoromethyl)phenyl]methoxy}pyridin-2-yl)-3-methylimidazolidine-2,4-dione